OC1=C(C(=CC=C1)OC)C(=O)[C@H]1[C@@H](CC(=CC1)CCC=C(C)C)C1=CC=CC=C1 (2-hydroxy-6-methoxyphenyl)(trans-5-(4-methylpent-3-en-1-yl)-1,2,3,6-tetrahydro-[1,1'-biphenyl]-2-yl)methanone